5-(4-(6-(((1R,3S,5S)-1,5-dimethyl-8-azabicyclo[3.2.1]octan-3-yl)(methyl)amino)pyridazin-3-yl)-3-hydroxyphenyl)-2-methylpyridazin-3(2H)-one C[C@]12CC(C[C@](CC1)(N2)C)N(C2=CC=C(N=N2)C2=C(C=C(C=C2)C2=CC(N(N=C2)C)=O)O)C